isopropyl-α-cyanocinnamylacetate C(C)(C)OC(C(C#N)CC=CC1=CC=CC=C1)=O